CCC(C)C(=O)O[C@H]1[C@@H](C[C@@H]2[C@@]([C@@H](C[C@@H]([C@]2([C@@]13CO3)COC(=O)C)OC(=O)C)C)(C)[C@@H]4CC5C[C@@H](OC5O4)OC)O The molecule is a diterpenoid isolated from Ajuga lupulina and has been shown to exhibit anti-inflammatory and antibacterial activities. It has a role as a metabolite, an antibacterial agent, an anti-inflammatory agent, a cyclooxygenase 1 inhibitor and a cyclooxygenase 2 inhibitor. It is a diterpenoid, a furofuran, an acetate ester and an epoxide.